tert-butyl (S)-2-((3-(2-(6-(2,5-dimethyl-1H-pyrrol-1-yl)-4-methylpyridin-2-yl)ethyl)-4,5-difluorophenyl)ethynyl)pyrrolidine-1-carboxylate CC=1N(C(=CC1)C)C1=CC(=CC(=N1)CCC=1C=C(C=C(C1F)F)C#C[C@H]1N(CCC1)C(=O)OC(C)(C)C)C